(E)-N'-(1-(benzo[d][1,3]dioxol-5-yl)ethylidene)-3-methylbenzohydrazide O1COC2=C1C=CC(=C2)\C(\C)=N\NC(C2=CC(=CC=C2)C)=O